4-[4-fluoro-2-(2,2,2-trifluoroethoxy)phenyl]-2-[4-(1-hydroxy-2-methylpropan-2-yl)phenyl]-2,3-dihydro-1H-pyrrolo[3,4-c]pyridin-1-one FC1=CC(=C(C=C1)C1=NC=CC2=C1CN(C2=O)C2=CC=C(C=C2)C(CO)(C)C)OCC(F)(F)F